F[Ni](F)(F)(F)(F)(F)(F)F octafluoro-nickel